[Al].C(C)(C)(C)C1=CC=C(C(=O)O)C=C1.C(C)(C)(C)C1=CC=C(C(=O)O)C=C1 bis(p-tert-butyl-benzoic acid) aluminum